4-(3-(2-methoxypyridin-3-yl)pyrazolo[1,5-a]pyrimidin-5-yl)piperazine-1-carboxylic acid 1-methoxy-2-methylpropan-2-yl ester COCC(C)(C)OC(=O)N1CCN(CC1)C1=NC=2N(C=C1)N=CC2C=2C(=NC=CC2)OC